C(CCCC(=O)OCOC(=O)N1C=C(C2=CC=CC=C12)CCN(C)C)(=O)OC(C)(C)C tert-Butyl (((3-(2-(dimethylamino)ethyl)-1H-indole-1-carbonyl)oxy)methyl) glutarate